(S)-4-((4-cyanophenyl)sulfonamido)-3-(2,4-difluorophenyl)-N-(3,3-dimethylbutan-2-yl)-1-methyl-1H-pyrazole-5-carboxamide C(#N)C1=CC=C(C=C1)S(=O)(=O)NC=1C(=NN(C1C(=O)N[C@@H](C)C(C)(C)C)C)C1=C(C=C(C=C1)F)F